N-{5-[6-(5-chloro-2-fluorophenyl)-2H,3H,4H-pyrido[3,2-b][1,4]oxazin-8-yl]pyridin-3-yl}-3-(dimethylamino)propanamide ClC=1C=CC(=C(C1)C=1C=C(C=2OCCNC2N1)C=1C=C(C=NC1)NC(CCN(C)C)=O)F